N[C@H]1[C@H](CCCC1)NC1=NC=2N(C=C1)N=CC2C(=O)NC=2C(=NN(C2)C2CCN(CC2)S(=O)(=O)C)C(N)=O 5-{[(1S,2R)-2-Aminocyclohexyl]amino}-N-{3-carbamoyl-1-[1-(methylsulfonyl)piperidin-4-yl]-1H-pyrazol-4-yl}pyrazolo[1,5-a]pyrimidin-3-carboxamid